4-bromo-2-(difluoromethoxy)aniline tert-butyl-((8-chloro-3-(hydroxymethyl)imidazo[1,2-a]pyridin-6-yl)sulfonyl)(1-methylcyclopropyl)carbamate C(C)(C)(C)C1C(C1)(C)N(C(O)=O)S(=O)(=O)C=1C=C(C=2N(C1)C(=CN2)CO)Cl.BrC2=CC(=C(N)C=C2)OC(F)F